C1=CC2=CC=C3C=CC4=CC=C5C=CC6=C7C(=C1C1=C6C5=C4C3=C21)C=CS7 thienocoronene